N-(3-iodo-1-methyl-1H-pyrazolo[3,4-d]pyrimidin-6-yl)-N-methyl-1-(methylsulfonyl)-1,2,3,4-tetrahydroquinolin-3-amine IC1=NN(C2=NC(=NC=C21)N(C2CN(C1=CC=CC=C1C2)S(=O)(=O)C)C)C